C1(CCC1)OC1=C(C=C(CNCCCCOCCOC2=NC3=C(C4=CN=CC=C24)C=CC(=C3)C(=O)N)C=C1)CO 5-(2-(4-((4-cyclobutoxy-3-(hydroxymethyl)benzyl)amino)butoxy)ethoxy)benzo[c][2,6]naphthyridine-8-carboxamide